N-Ethyl-6-methyl-4-(3-(4-methyl-3-(3-(piperidin-1-yl)propanamido)phenoxy)-5-(methylsulfonamido)phenyl)-7-oxo-6,7-dihydro-1H-pyrrolo[2,3-c]pyridine-2-carboxamide C(C)NC(=O)C1=CC2=C(C(N(C=C2C2=CC(=CC(=C2)NS(=O)(=O)C)OC2=CC(=C(C=C2)C)NC(CCN2CCCCC2)=O)C)=O)N1